C(C)OC(C[C@H](C1=CC(=C(C=C1)C)CN1C[C@H](OC2=C(C1)N=C(C=C2)O)C)C2=C(C1=C(N(N=N1)C)C=C2)C)=O (R)-3-(1,4-dimethyl-1H-benzo[d][1,2,3]triazol-5-yl)-3-(3-(((R)-7-hydroxy-2-methyl-2,3-dihydropyrido[2,3-f][1,4]oxazepin-4(5H)-yl)methyl)-4-methylphenyl)propanoic acid ethyl ester